1-(2-((Tert-Butoxycarbonyl)amino)acetyl)piperidine-4-carboxylic acid C(C)(C)(C)OC(=O)NCC(=O)N1CCC(CC1)C(=O)O